FC1=CC=C(OC=2C=C(C=CC2)C(C)=O)C=C1 1-(3-(4-fluorophenoxy)phenyl)ethan-1-one